ClC1=NC=CC(=C1Cl)N 2,3-dichloropyridine-4-amine